C(C)(C)(C)OC(=O)N1CC(C1)(C1=NC=CC=C1)NCCOC 3-((2-methoxyethyl)amino)-3-(pyridin-2-yl)azetidine-1-carboxylic acid tert-butyl ester